3-[4-(4-{1-[(2S)-2-amino-2-cyclohexylacetyl]piperidin-4-yl}but-1-yn-1-yl)-3-methyl-2-oxo-1,3-benzodiazol-1-yl]piperidine-2,6-dione N[C@H](C(=O)N1CCC(CC1)CCC#CC1=CC=CC=2N(C(N(C21)C)=O)C2C(NC(CC2)=O)=O)C2CCCCC2